1,1,1,3,3,3-hexafluoropropan-2-yl (R or S)-1-(morpholine-4-carbonyl)-6-azaspiro[2.5]octane-6-carboxylate N1(CCOCC1)C(=O)[C@@H]1CC12CCN(CC2)C(=O)OC(C(F)(F)F)C(F)(F)F |o1:8|